NC(C)C1CCN(CC1)C([C@H](C)NC(OC(C)(C)C)=O)=O tert-Butyl ((2S)-1-(4-(1-aminoethyl)piperidin-1-yl)-1-oxopropan-2-yl)carbamate